P(=O)(O)(O)O[C@H]1[C@H]([C@@H](O[C@@H]1CO)N1C(=O)NC(=O)C=C1)OCC#C O-propargyl-uridine 3'-phosphate